N-(2-((1r,4r)-4-formylcyclohexyl)-7-(2-hydroxypropan-2-yl)imidazo[1,2-a]pyridin-6-yl)-6-(trifluoromethyl)picolinamide C(=O)C1CCC(CC1)C=1N=C2N(C=C(C(=C2)C(C)(C)O)NC(C2=NC(=CC=C2)C(F)(F)F)=O)C1